BrC1CCC1 Bromocyclobutane